CN(C=1C=C(CN(C2=CC(=NC=C2)OCCOCCN2CCOCC2)CC2=CC(=CC=C2)OC)C=CC1)C N-(3-(dimethylamino)benzyl)-N-(3-methoxybenzyl)-2-(2-(2-morpholinoethoxy)ethoxy)pyridin-4-amine